4-((2-((tert-butylamino)methyl)-6-fluorobenzyl)amino)-2,6-difluoro-N-(thiazol-4-yl)benzenesulfonamide nickel [Ni].C(C)(C)(C)NCC1=C(CNC2=CC(=C(C(=C2)F)S(=O)(=O)NC=2N=CSC2)F)C(=CC=C1)F